ClC1=NC(=NC(=C1)Cl)NS(=O)(=O)C=1C=C(C(=O)O)C=CC1 3-[(4,6-dichloropyrimidin-2-yl)sulfamoyl]benzoic acid